(1H-1,2,3-triazol-4-yl)methylamine hydrochloride Cl.N1N=NC(=C1)CN